3-(3-Fluorobenzenesulfonyl)cyclobutane-1-carboxylic acid FC=1C=C(C=CC1)S(=O)(=O)C1CC(C1)C(=O)O